methyl 2-(7-fluoro-4-oxo-3,4-dihydrobenzo[b][1,4]oxazepine-5(2H)-yl)-5-(N-methyl-2,2-diphenylacetamido)isonicotinate FC1=CC2=C(OCCC(N2C=2C=C(C(=O)OC)C(=CN2)N(C(C(C2=CC=CC=C2)C2=CC=CC=C2)=O)C)=O)C=C1